4-(3-Methanesulphonylphenyl)-1-propylpyridine iodide [I-].CS(=O)(=O)C=1C=C(C=CC1)C1=CCN(C=C1)CCC